ClC1=NC=C(C(=C1)C1=CC=2N(C=C1)C(=NC2)C)OC 7-(2-chloro-5-methoxypyridin-4-yl)-3-methylimidazo[1,5-a]pyridin